BrC=1C=2N(C=CC1)C(=C(N2)I)N(C(OC(C)(C)C)=O)C tert-butyl N-{8-bromo-2-iodoimidazo[1,2-a]pyridin-3-yl}-N-methylcarbamate